tert-butyl 4-(1-methoxy-1,3-dioxopentan-2-yl)piperazine-1-carboxylate COC(C(C(CC)=O)N1CCN(CC1)C(=O)OC(C)(C)C)=O